C(C)[C@H]1N(C[C@@H](N(C1)C=1C=2N(N(C(C1)=O)C)C=C(N2)CC#N)C)C(C)C2=CC=C1C(=N2)SC(=C1)C 2-(8-((2S,5R)-5-ethyl-2-methyl-4-(1-(2-methylthieno[2,3-b]pyridin-6-yl)ethyl)piperazin-1-yl)-5-methyl-6-oxo-5,6-dihydroimidazo[1,2-b]pyridazin-2-yl)acetonitrile